CN1C(=CC(C2=CC=CC=C12)=C(C#N)C#N)C 2-(1,2-dimethyl-4(1H)-quinolinylidene)malononitrile